dimethyldisiloxane platinum salt [Pt].C[SiH](O[SiH3])C